ClC1=C(COC2=CC=C(CC(C(=O)[O-])C(=O)[O-])C=C2)C(=CC=C1)F 4-[(2-chloro-6-fluorobenzyl)oxy]benzylmalonat